C(CCCCCCCCCCCCC)(=O)OCCCCCCCCCCCCCCCCCCCCCC behenyl alcohol myristate